C[C@@H]1COCCOCCN2N=CC(C3=NNC=4C=CC(O1)=CC34)=C2 (13R)-13-methyl-8,11,14-trioxa-4,5,19,20-tetraazatetracyclo[13.5.2.12,5.018,21]tricosa-1(20),2(23),3,15(22),16,18(21)-hexaene